CN1C([C@H](COC2=C1C=CC=C2)NC(=O)C2=NN1C(CCC[C@@H]1C1=CC=CC=C1)=N2)=O (5R)-N-[(3S)-5-methyl-4-oxo-2,3-dihydro-1,5-benzoxazepin-3-yl]-5-phenyl-5,6,7,8-tetrahydro-[1,2,4]triazolo[1,5-a]pyridine-2-carboxamide